trimethyltetrakis(pentafluorophenyl)silicon borate B(O)(O)O.CC1(C(C(C(=C(C1F)F)F)([Si](C1=C(C(=C(C(=C1F)F)F)F)F)(C1=C(C(=C(C(=C1F)F)F)F)F)C1=C(C(=C(C(=C1F)F)F)F)F)C)(F)C)F